2-(azetidin-3-yloxy)-6-(trifluoromethyl)pyrazine hydrochloride Cl.N1CC(C1)OC1=NC(=CN=C1)C(F)(F)F